C(C1=CC=CC=C1)OC1=NC(=CC=C1N1C(N(C2=C1C=CC(=C2)NC=2C=NN(C2)CC(=O)OC)C)=O)OCC2=CC=CC=C2 methyl 2-(4-((1-(2,6-bis(benzyloxy)pyridin-3-yl)-3-methyl-2-oxo-2,3-dihydro-1H-benzo[d]imidazol-5-yl)amino)-1H-pyrazol-1-yl)acetate